tetranitrocobalt (III) ammonium [NH4+].[N+](=O)([O-])[Co-]([N+](=O)[O-])([N+](=O)[O-])[N+](=O)[O-]